2,2-dideuteroacetate [2H]C(C(=O)[O-])[2H]